C(C)(C)(C)OC(=O)N1CC(C1)(COS(=O)(=O)C1=CC=C(C)C=C1)C 3-methyl-3-(p-toluenesulfonyloxymethyl)-azetidine-1-carboxylic acid tert-butyl ester